[Mo](Cl)(Cl)(Cl)(Cl)(Cl)Cl Molybdenum (VI) chloride